FC(COCC1=CC=C(C=C1)C(C(NC1=CC=C(C=C1)[Si](C)(C)C)=O)N(C(=O)C1=CC(=NO1)O)C)F N-(1-(4-((2,2-difluoroethoxy)methyl)phenyl)-2-oxo-2-((4-(trimethylsilyl)phenyl)amino)ethyl)-3-hydroxy-N-methyl-1,2-oxazole-5-carboxamide